COC=1C=C(C=CC1O)C(C(C1=CC(=C(C=C1)O)OC)C1=CC(=C(C=C1)O)OC)C1=CC(=C(C=C1)O)OC 1,1,2,2-tetrakis(3-methoxy-4-hydroxyphenyl)ethane